C(C)(C)(C)C=1C=C(C=CC1)NC=1C=2CC(CC2C=CC1)(C)C N-(3-(tert-butyl)phenyl)-2,2-dimethyl-2,3-dihydro-1H-inden-4-amine